C(C)(C)(C)OC(CN1C(=NC=C1)CN(CC(=O)O)CC=1N(C=CN1)CC(OC(C)(C)C)=O)=O bis((1-(2-(tert-butoxy)-2-oxoethyl)-1H-imidazol-2-yl)methyl)glycine